2,2'-(1-(1-methyl-1H-pyrazol-5-yl)propane-1,2-diyl)bis(N-ethylhydrazine-1-thiocarboxamide) CN1N=CC=C1C(C(C)NNC(NCC)=S)NNC(NCC)=S